C1(=CC=CC=C1)C=1C2=CC=CC=C2N=C2C=CC=CC12 9-phenyl-acridine